(4-(4-(benzo[d]thiazol-5-ylamino)quinolin-6-yl)-3-fluorophenyl)(4-(trifluoromethoxy)piperidin-1-yl)methanone S1C=NC2=C1C=CC(=C2)NC2=CC=NC1=CC=C(C=C21)C2=C(C=C(C=C2)C(=O)N2CCC(CC2)OC(F)(F)F)F